(2R,3R,4R,5S)-4-[[3-(3,4-difluoro-2-methoxy-phenyl)-4,5-dimethyl-tetrahydrofuran-2-carbonyl]amino]pyridine-2-carboxamide FC=1C(=C(C=CC1F)[C@@H]1[C@@H](O[C@H]([C@@H]1C)C)C(=O)NC1=CC(=NC=C1)C(=O)N)OC